[OH-].[Na+].C(C)C1=C(C(=CC=C1)CC)O 2,6-diethylphenol sodium hydroxide